(S)-6-cyclopropyl-N-(3-(1-((4-methyl-4H-1,2,4-triazol-3-yl)thio)ethyl)phenyl)picolinamide C1(CC1)C1=CC=CC(=N1)C(=O)NC1=CC(=CC=C1)[C@H](C)SC1=NN=CN1C